2-((3,5-dichloro-4-(2-fluoro-4-hydroxy-3-isopropylbenzyl)phenyl)amino)-N,N-dimethylacetamide ClC=1C=C(C=C(C1CC1=C(C(=C(C=C1)O)C(C)C)F)Cl)NCC(=O)N(C)C